acryloyloxyethylbenzyldimethyl-ammonium fluoride [F-].C(C=C)(=O)OCC[N+](C)(C)CC1=CC=CC=C1